3-(3-sulfonatopropyl)amino-4-methylphenol S(=O)(=O)([O-])CCCNC=1C=C(C=CC1C)O